rac-(trans)-3-(hydroxymethyl)-2-methylazetidine-1-carboxylic acid tert-butyl ester C(C)(C)(C)OC(=O)N1[C@H]([C@@H](C1)CO)C